3-amino-2-benzyl-N-[3-(1H-pyrazol-4-yl)-1H-indol-7-yl]propanamide NCC(C(=O)NC=1C=CC=C2C(=CNC12)C=1C=NNC1)CC1=CC=CC=C1